4-amino-2-chloro-N-(pyridin-2-ylmethyl)benzamide NC1=CC(=C(C(=O)NCC2=NC=CC=C2)C=C1)Cl